C(C)(C)OC=1N=CC=2N(C1)C(=CN2)C2=CC=CC(=N2)N 6-(6-isopropoxyimidazo[1,2-a]pyrazin-3-yl)pyridin-2-amine